FC1=C(C=C(C(=C1)OC(F)(F)F)F)CN (2,5-difluoro-4-(trifluoromethoxy)phenyl)methylamine